5-(isobutylcarbamoyl)-2-(8-((4-(1-phenylethyl)-1H-indol-5-yl)carbamoyl)-4H-thieno[3,2-c]chromen-7-yl)benzoic acid C(C(C)C)NC(=O)C=1C=CC(=C(C(=O)O)C1)C=1C(=CC=2C3=C(COC2C1)C=CS3)C(NC=3C(=C1C=CNC1=CC3)C(C)C3=CC=CC=C3)=O